N=1N(N=C2C1C=CC=C2)C=2C=C(C=CC2O)/C=C/C(=O)C2=CC=C(C#N)C=C2 4-[(E)-3-[3-(Benzotriazol-2-yl)-4-hydroxyphenyl]prop-2-enoyl]benzonitrile